triethylene glycol bis[3-(3-t-butyl-5-methyl-4-hydroxy-phenyl)propionate] C(C)(C)(C)C=1C=C(C=C(C1O)C)CCC(=O)OCCOCCOCCOC(CCC1=CC(=C(C(=C1)C)O)C(C)(C)C)=O